BrC1=CC=C(C=C1)[C@H]1SCC[C@H](NC1=O)CNC(=O)C1=NOC(=C1)C1=CC=CC=C1 N-[[(2R,5S)-2-(4-bromophenyl)-3-oxo-1,4-thiazepan-5-yl]methyl]-5-phenyl-isoxazole-3-carboxamide